7-Bromo-4-hydroxy-1,6-dimethyl-2-oxo-1,2-dihydroquinoline-3-carbonitrile BrC1=C(C=C2C(=C(C(N(C2=C1)C)=O)C#N)O)C